1-vinyl-3-octyl-imidazole nitrate [N+](=O)(O)[O-].C(=C)N1CN(C=C1)CCCCCCCC